(1R,3r,5S)-3-((methylsulfonyl)oxy)-8-azabicyclo[3.2.1]octane-8-carboxylic acid tert-butyl ester C(C)(C)(C)OC(=O)N1[C@H]2CC(C[C@@H]1CC2)OS(=O)(=O)C